ClC1=NC=C(C(=C1)NCC(CO)C(F)(F)F)I 2-(((2-Chloro-5-iodopyridin-4-yl)amino)methyl)-3,3,3-trifluoropropan-1-ol